N1(CCNCC1)C1=CC=C(C=C1)N1N=NC=2C(NC=3C=CC=CC3C21)=O 4-(piperazin-1-yl)-phenyl-1,5-dihydro-4H-[1,2,3]triazolo[4,5-c]quinolin-4-one